N-fluoroformamide-1-d FNC(=O)[2H]